NC1=C(C=C(C(=O)NC2=NC=C(N=C2)C)C=C1)OC 4-amino-3-methoxy-N-(5-methylpyrazin-2-yl)benzamide